BrCCCC1(NC2CCC1C2)C(=O)OC methyl 3-(3-bromopropyl)-2-azabicyclo[2.2.1]heptane-3-carboxylate